S(N)(OC=1C=C2C(=CN(C2=CC1)C1CCN(CC1)C1CCC(CC1)=C(C)C)CCN)(=O)=O 3-(2-aminoethyl)-1-(1-(4-(propan-2-ylidene)cyclohexyl) piperidin-4-yl)-1H-indol-5-yl sulfamate